4-[3-bis(mercaptomethylthio)methyl-5,6-bis(mercaptomethylthio)-8-mercapto-2,4,7-trithiaoctyl]-5-mercaptomethylthio-1,3-dithiolane SCSC(C(SCC1SCSC1SCS)SC(C(SCS)SCS)SCS)SCS